FC(OC1=C(C=CC=C1)C1=NC(=NC=C1)N)F 4-[2-(difluoromethoxy)phenyl]Pyrimidine-2-amine